COC1=CC=C(C=C1)C1=CN=C2N1C=CN=C2NC2=CC(=C(C=C2)C(=O)N2CCOCC2)C (4-((3-(4-methoxy-phenyl)imidazo[1,2-a]pyrazin-8-yl)amino)-2-methylphenyl)(morpholino)methanone